3-(4-((3-(benzo[d][1,3]dioxol-5-yl)-1-cyclopentyl-1H-indazol-6-yl)methoxy)phenyl)butanoic acid O1COC2=C1C=CC(=C2)C2=NN(C1=CC(=CC=C21)COC2=CC=C(C=C2)C(CC(=O)O)C)C2CCCC2